C[C@]12CC[C@H]3[C@H]([C@@H]1CC[C@@H]2O)C[C@H](C4=CC(=O)CC[C@]34C)O The molecule is a 17beta-hydroxy steroid that is testosterone bearing an additional hydroxy substituent at the 6beta-position. It has a role as an androgen, a Daphnia magna metabolite and a human metabolite. It is a 17beta-hydroxy steroid, an androstanoid, a 6beta-hydroxy steroid and a 3-oxo-Delta(4) steroid. It derives from a testosterone.